FC1=C(CN2C(NC(N=C2N2N=CC=C2)=O)=O)C=C(C(=C1)F)F (2,4,5-trifluorobenzyl)-6-(1H-pyrazol-1-yl)-1,3,5-triazine-2,4(1H,3H)-dione